FC1=CC(=C(C=C1)C(C)N1C[C@@H](NC[C@H]1C)C)C(F)(F)F (2S,5R)-4-(1-(4-fluoro-2-(trifluoromethyl)phenyl)ethyl)-2,5-dimethylpiperazine